COC([C@@H](CC=1C=C2C=NN(C2=C(C1)C)C(=O)OC(C)(C)C)OC(=O)OC1=CC=C(C=C1)[N+](=O)[O-])=O Tert-butyl (R)-5-(3-methoxy-2-(((4-nitrophenoxy)carbonyl)oxy)-3-oxopropyl)-7-methyl-1H-indazole-1-carboxylate